undecyl cyclopentadecanecarboxylate C1(CCCCCCCCCCCCCC1)C(=O)OCCCCCCCCCCC